2'-biimidazoleacetonitrile N1C(=NC=C1)C1(N=CC=N1)CC#N